methyl 1-(3-((3-((5-((2-(2,2-dimethylpyrrolidin-1-yl)ethyl) carbamoyl)-2-methylpyridin-3-yl)amino)-1-methyl-1H-pyrazolo[3,4-d]pyrimidin-6-yl)amino)phenyl)cyclopropanecarboxylate CC1(N(CCC1)CCNC(=O)C=1C=C(C(=NC1)C)NC1=NN(C2=NC(=NC=C21)NC=2C=C(C=CC2)C2(CC2)C(=O)OC)C)C